(3R,4S)-4-ethynyl-3-fluoro-1-(piperidin-4-ylmethyl)piperidine hydrochloride Cl.C(#C)[C@H]1[C@H](CN(CC1)CC1CCNCC1)F